C(C)(C)(C)OC(=O)N1CC(CC1)OCCCCC1=NC2=NC=CC=C2C=C1 3-(4-(1,8-naphthyridin-2-yl)butoxy)pyrrolidine-1-carboxylic acid (R)-tert-butyl ester